((1S,3R)-3-((2-acetyl-6-cyclopropylpyridin-3-yl)oxy)cyclopentyl)carbamic acid tert-butyl ester C(C)(C)(C)OC(N[C@@H]1C[C@@H](CC1)OC=1C(=NC(=CC1)C1CC1)C(C)=O)=O